N-((1-(dimethylamino)cyclohexyl)methyl)-2-(3-cyano-4-isobutoxyphenyl)-4-methylthiazole-5-carboxamide hydrochloride Cl.CN(C1(CCCCC1)CNC(=O)C1=C(N=C(S1)C1=CC(=C(C=C1)OCC(C)C)C#N)C)C